benzyl (S)-(5-((2-amino-6-(2-oxopyrrolidin-1-yl)phenyl)amino)hexyl)carbamate NC1=C(C(=CC=C1)N1C(CCC1)=O)N[C@H](CCCCNC(OCC1=CC=CC=C1)=O)C